2-ethylhexyl (2Z)-3-cyano-2,3-diphenylprop-2-enoate C(#N)\C(=C(/C(=O)OCC(CCCC)CC)\C1=CC=CC=C1)\C1=CC=CC=C1